1,2-dibromo-4-methoxybenzene BrC1=C(C=C(C=C1)OC)Br